5-((tert-butyldimethylsilyl)oxy)-3-methylpentanal [Si](C)(C)(C(C)(C)C)OCCC(CC=O)C